methyl (Z)-2-azido-3-(2-chloro-4-fluoro-phenyl)prop-2-enoate N(=[N+]=[N-])\C(\C(=O)OC)=C/C1=C(C=C(C=C1)F)Cl